C(C)C(CC)(CCC)N 3-ethylhexan-3-amine